(E)-3-(3-amino-4-hydroxystyryl)-5-ethoxy-4-(3-methylbut-2-en-1-yl)phenol NC=1C=C(/C=C/C=2C=C(C=C(C2CC=C(C)C)OCC)O)C=CC1O